BrC1=NNC2=NC=NC(=C21)N 3-Bromo-1H-pyrazolo[3,4-d]pyrimidine-4-amine